nitrosylurea nitrogen [N].N(=O)NC(=O)N